C(C)N1C2=C([C@H]([C@H](C1=O)NC(C1=CC(=CC=C1)C(F)(F)F)=O)C1=CC=C(C=C1)F)C(=NN2C2=CC=CC=C2)C(=O)OCC |r| rac-ethyl (4R,5R)-7-ethyl-4-(4-fluorophenyl)-6-oxo-1-phenyl-5-(3-(trifluoromethyl)benzamido)-4,5,6,7-tetrahydro-1H-pyrazolo[3,4-b]pyridine-3-carboxylate